BrC1=C(C=C(C=C1)OC(F)F)OCOC 1-bromo-4-(difluoromethoxy)-2-(methoxymethoxy)benzene